ICCCCCCCCCCCC/C=C/CCO (3E)-16-iodo-3-hexadecene-1-ol